ClC1=NC(=C(C(=O)N)C=C1I)N1CCC(CC1)(F)F 6-Chloro-2-(4,4-difluoropiperidin-1-yl)-5-iodonicotinamide